(R)-1-(1-methyl-2,7-diazaspiro[3.5]nonan-2-yl)prop-2-en-1-one trifluoroacetic acid salt FC(C(=O)O)(F)F.C[C@H]1N(CC12CCNCC2)C(C=C)=O